C(CCCCCCCCCCCCCCCCC)(=O)NC(C(=O)NC(CCCCCCCCCCCCCCCCC)=O)=O bisstearoyl-oxalamide